OC(CCCCCCCCC(=O)O)CC=CCCCCCC 10-Hydroxy-nonadec-12-enoic acid